FC=1C(=CC(=NC1)CC=1C(C2=CC=CC=C2C(C1CCC)=O)=O)C(F)(F)F ((5-fluoro-4-(trifluoromethyl)pyridin-2-yl)methyl)-3-propylnaphthalene-1,4-dione